FC(C=1C(=NC=CC1)CN1C(C(=CC=2C1=NC(=CN2)C)N2CCNCC2)=O)F 5-((3-(difluoromethyl)pyridin-2-yl)methyl)-3-methyl-7-(piperazin-1-yl)pyrido[2,3-b]pyrazin-6(5H)-one